CC=1NC(=C(C1C(C)=O)C=1C=NN(C1)C)C1=NC2=C(N1)C=CC(=C2)N2CCN(CC2)C (2-methyl-4-(1-methyl-1H-pyrazol-4-yl)-5-(5-(4-methylpiperazin-1-yl)-1H-benzo[d]imidazol-2-yl)-1H-pyrrol-3-yl)ethan-1-one